6-amino-6-deoxy-2,3,4,5-tetra-O-methyl-D-gluconic acid NC[C@H]([C@H]([C@@H]([C@H](C(=O)O)OC)OC)OC)OC